FC=1C=C(C(=NC1NC1=CC2=C(N(C(N2C[C@@H]2CNC(O2)=O)=O)C)C=C1)N1C[C@@H](C([C@@H](C1)C)F)C)C#N 5-Fluoro-2-[(3S,4S,5R)-4-fluoro-3,5-dimethyl-1-piperidinyl]-6-[[1-methyl-2-oxo-3-[[(5S)-2-oxooxazolidin-5-yl]methyl]benzimidazol-5-yl]amino]pyridine-3-carbonitrile